CSC1=NC=C(C(=N1)NCCCN1CCOCCC1=O)C(F)(F)F 4-(3-((2-(methylthio)-5-(trifluoromethyl)pyrimidin-4-yl)amino)propyl)-1,4-oxazepan-5-one